racemic-3-(2-amino-[1,2,4]triazolo[1,5-a]pyridin-7-yl)-N-(2,2-difluoro-3-hydroxy-3-(4-(methyl-d3)phenyl)propyl)-2-fluoro-6-(methyl-d3)benzamide NC1=NN2C(C=C(C=C2)C=2C(=C(C(=O)NCC([C@@H](C3=CC=C(C=C3)C([2H])([2H])[2H])O)(F)F)C(=CC2)C([2H])([2H])[2H])F)=N1 |r|